4-(2-(3-(piperidin-3-yl)-1H-pyrazol-1-yl)pyrido[3,2-d]pyrimidin-4-yl)morpholine N1CC(CCC1)C1=NN(C=C1)C=1N=C(C2=C(N1)C=CC=N2)N2CCOCC2